NC=1C=2N(C=CN1)C(=NC2C2=C(C(=O)NC1=NC=CC(=C1)C(F)(F)F)C=CC=C2)C21CCC(CC2)(C1)NC(C(C)(C)O)=O 8-amino-3-(4-(2-hydroxy-2-methylpropanamido)bicyclo[2.2.1]heptan-1-yl)imidazo[1,5-a]pyrazin-1-yl-N-(4-(trifluoromethyl)pyridin-2-yl)benzamide